Iridium dioxide dichloride [Cl-].[Cl-].[Ir+2](=O)=O